(Z)-(9-ethyl-6-nitro-9H-carbazole) C(C)N1C2=CC=C(C=C2C=2C=CC=CC12)[N+](=O)[O-]